C1(=CC=CC=C1)N1NC(=CC1C1=CC=C(C=C1)OC)C1=CC=CC=C1 1-phenyl-3-phenyl-5-(4-methoxyphenyl)pyrazoline